NC1=C(C=C(C=N1)C=1C=C(C(=O)NCCO)C=CC1)C1=CC(=CC=C1)N(C)C 3-[6-amino-5-[3-(dimethylamino)phenyl]-3-pyridyl]-N-(2-hydroxyethyl)benzamide